1-bromo-2-((4-fluorophenyl)sulfonyl)benzene BrC1=C(C=CC=C1)S(=O)(=O)C1=CC=C(C=C1)F